NC1=C(C(C=2OC3=C(C2O1)C=CC=C3)C3=CC(=CC=C3)Cl)C#N 2-amino-4-(3-chlorophenyl)-4H-pyrano[3,2-b]benzofuran-3-carbonitrile